COC1=CC=C(OCCC(=O)O)C=C1 3-(4-methoxyphenoxy)propanoic acid